(3S,6S,9R,10aR)-6-{[(tert-Butoxy)carbonyl]amino}-9-hydroxy-5-oxo-decahydropyrrolo[1,2-a]azocine-3-carboxylic acid C(C)(C)(C)OC(=O)N[C@H]1CC[C@H](C[C@@H]2N(C1=O)[C@@H](CC2)C(=O)O)O